C(CC)OOOCCC dipropoxy ether